8-(4-((6-(tert-Butyl)pyridazin-3-yl)oxy)piperidin-1-yl)-5-methyl-6-oxo-5,6-dihydro-1,5-naphthyridin-2-carbonitril C(C)(C)(C)C1=CC=C(N=N1)OC1CCN(CC1)C1=CC(N(C=2C=CC(=NC12)C#N)C)=O